CN1C2=CC=CC=C2N=N1 Methyl-1H-benzotriazole